N(=[N+]=[N-])CCOCCOCCOCCOCCC(=O)N1[C@@]2(C3=C([C@H]1CC1=C2C=CC=C1)C=CC=C3)C 1-azido-15-((5S,10R)-5-methyl-10,11-dihydro-5H-5,10-epiminodibenzo[a,d][7]annulen-12-yl)-3,6,9,12-tetraoxapentadecan-15-one